2-Bromo-1-phenyl-indol BrC=1N(C2=CC=CC=C2C1)C1=CC=CC=C1